ClC1=CC=C(C=C1)C1=NC(=NC(=N1)C(Cl)(Cl)Cl)C(Cl)(Cl)Cl 2-(4-chlorophenyl)-4,6-bis(trichloromethyl)-1,3,5-triazine